6-(4-(7-cyclopropoxy-2-(methyl-d3)-2H-indazol-4-yl)-2,6-difluorobenzyl)-6,7-dihydro-5H-pyrrolo[3,4-b]pyridin-5-one-7,7-d2 C1(CC1)OC1=CC=C(C2=CN(N=C12)C([2H])([2H])[2H])C1=CC(=C(CN2C(C3=NC=CC=C3C2=O)([2H])[2H])C(=C1)F)F